O1C(CCCC1)N1C=NC2=C1C=C(C=C2N2CCN(CC2)C(=O)OC(C)(C)C)B2OC(C(O2)(C)C)(C)C tert-butyl 4-(1-(tetrahydro-2H-pyran-2-yl)-6-(4,4,5,5-tetramethyl-1,3,2-dioxaborolan-2-yl)-1H-benzo[d]imidazol-4-yl)piperazine-1-carboxylate